C(C1=CC=CC=C1)C=1N(C=2C(=C3CC[C@@H](N(C3=CC2)C(=O)OC)C)N1)CCN1CCN(CC1)S(=O)(=O)C methyl (S)-2-benzyl-7-methyl-3-(2-(4-(methylsulfonyl)piperazin-1-yl)ethyl)-3,7,8,9-tetrahydro-6H-imidazo[4,5-f]quinoline-6-carboxylate